FC1=CC=C2C[C@H](N=C(C2=C1)C)C(=O)OC methyl (S)-7-fluoro-1-methyl-3,4-dihydroisoquinoline-3-carboxylate